C(C)(C)(C)OS(=O)NC(C(=O)OC(C)C)(CC(CC#N)(C)C)C1=CC=C(C=C1)Cl isopropyl 2-((tert-butoxysulfinyl) amino)-2-(4-chlorophenyl)-5-cyano-4,4-dimethylpentanoate